2-methoxy-5-pyrimidylboronic acid COC1=NC=C(C=N1)B(O)O